N1(CCNCC1)S(=O)(=O)C=1C=C2C(C(NC2=CC1)=O)=O 5-(piperazine-1-ylsulfonyl)indoline-2,3-dione